Thiazocine C1=CC=CSNC=C1